NC1=NNC2=C(C=C(C=C12)C1=CC(=NC=C1)NC(=O)C1CCC1)Br N-(4-(3-amino-7-bromo-1H-indazol-5-yl)pyridin-2-yl)cyclobutanecarboxamide